ClC1=CNC=2N=C(N=C(C21)NCCC)NC2=C(C=C(C=C2)S(=O)(=O)N2CCC(CC2)N2CCOCC2)OC 5-chloro-N2-(2-methoxy-4-((4-morpholinopiperidin-1-yl)sulfonyl)phenyl)-N4-propyl-7H-pyrrolo[2,3-d]pyrimidine-2,4-diamine